C(C)(=O)[O-].C(CCCCC)[NH+]1C(=CC=C1)CCCC 1-hexyl-2-butylpyrrolium acetate